C[Sn](Cl)Cl monomethyltin dichloride